2-((R)-3-(5-(1,8-naphthyridin-2-yl)pentyl)pyrrolidin-1-yl)-2-phenylacetic acid methyl ester COC(C(C1=CC=CC=C1)N1C[C@@H](CC1)CCCCCC1=NC2=NC=CC=C2C=C1)=O